rac-5-(6-(2-oxa-5-azabicyclo[2.2.1]heptan-5-yl)-2-methoxypyridin-3-yl)-6-chloro-1H-indole-3-carboxylic acid C12OCC(N(C1)C1=CC=C(C(=N1)OC)C=1C=C3C(=CNC3=CC1Cl)C(=O)O)C2